NC1=NC(=C(C=2N1N=C(N2)CC2=NC=CC=C2F)C=2C=CC(N(C2)C)=O)C2=CC=C(C=C2)F 5-(5-amino-7-(4-fluorophenyl)-2-((3-fluoropyridin-2-yl)methyl)-[1,2,4]triazolo[1,5-c]pyrimidin-8-yl)-1-methylpyridin-2(1H)-one